7-(1H-indol-5-yl)-1-(3,4,5-trimethoxyphenyl)-pyrrolo[1,2-a]pyrazine N1C=CC2=CC(=CC=C12)C=1C=C2N(C=CN=C2C2=CC(=C(C(=C2)OC)OC)OC)C1